3-(7-bromo-2-oxo-4H-imidazo[4,5,1-ij]quinolin-1(2H)-yl)piperidine-2,6-dione BrC1=C2C=CCN3C2=C(C=C1)N(C3=O)C3C(NC(CC3)=O)=O